COC1=C(OC2(C(=O)N)CN=CC(=C2)C(F)(F)F)C=CC(=C1)OC 3-(2,4-dimethoxyphenoxy)-5-(trifluoromethyl)nicotinamide